C(=O)(O)C1=CC=C(OC2=CC(=CC(=C2)OC2=CC=C(C=C2)C(=O)O)OC2=CC=C(C=C2)C(=O)O)C=C1 1,3,5-tris(4-carboxyphenoxy)benzene